1-(2-(1,3-dioxolan-2-yl)vinyl)-4-butylcyclohexan-1-ol O1C(OCC1)C=CC1(CCC(CC1)CCCC)O